3,3,3-trifluoro-N-(2-fluoro-4-(8-isopropyl-2-((2-methyl-2-azaspiro-[3.5]nonan-7-yl)amino)-7-oxo-7,8-dihydro-pyrido[2,3-d]pyrimidin-6-yl)phenyl)propane-1-sulfonamide FC(CCS(=O)(=O)NC1=C(C=C(C=C1)C1=CC2=C(N=C(N=C2)NC2CCC3(CN(C3)C)CC2)N(C1=O)C(C)C)F)(F)F